(S,6S)-6-(3-methoxyazetidin-1-yl)-N-{((S)-3-methyl-1,2,3,5,6,7-hexahydro-s-indacen-4-yl)carbamoyl}-N-trityl-6,7-dihydro-5H-pyrazolo[5,1-b][1,3]oxazine-3-sulfonimidamide COC1CN(C1)[C@H]1CN2C(OC1)=C(C=N2)[S@@](=O)(N(C(C2=CC=CC=C2)(C2=CC=CC=C2)C2=CC=CC=C2)C(NC2=C1[C@H](CCC1=CC=1CCCC21)C)=O)=N